1,1,1-trifluoroethyl 2-fluoroethyl ether FCCOCC(F)(F)F